ClC=1C(=C(C=CC1)NC(=O)C1=CC(=CC=2NC(=NC21)NC[C@H]2OCCC2)NC(=O)C2=C(C=CC=C2)C(F)(F)F)C N-(3-chloro-2-methylphenyl)-2-{[(2S)-tetrahydrofuran-2-ylmethyl]amino}-6-({[2-(trifluoromethyl)phenyl]carbonyl}amino)-1H-benzoimidazole-4-carboxamide